FC(C(=O)O)(F)F.ClC1=C(C=C(C=C1)C(CNC1CCC1)C1=CC=CC=C1)C=1C(=CC=C(C1F)OCCOC)C(=O)N 2'-Chloro-5'-(2-(cyclobutylamino)-1-phenylethyl)-6-fluoro-5-(2-methoxyethoxy)-[1,1'-biphenyl]-2-carboxamide trifluoroacetate